(R)-(6-chloro-4-methylpyridin-3-yl)(cyclopropyl)(imino)-λ6-sulfanone ClC1=CC(=C(C=N1)[S@@](=O)(=N)C1CC1)C